(Z)-1-(4-Chlorophenyl)-4-phenylbut-2-ene-1,4-dione ClC1=CC=C(C=C1)C(\C=C/C(=O)C1=CC=CC=C1)=O